C=12C=3C=CN(CCOC(NCCCOC=4C=CC(NN1)=C2C4)=O)C3 8,14-dioxa-5,10,19,20-tetraazatetracyclo[13.5.2.12,5.018,21]tricosa-1(20),2(23),3,15(22),16,18(21)-hexaen-9-one